silver diethyldithiocarbamic acid C(C)N(C(S)=S)CC.[Ag]